ClCC1=C(C=C(N=N1)NC(OC(C)(C)C)=O)OC tert-butyl (6-(chloromethyl)-5-methoxypyridazin-3-yl)carbamate